N-(4-chloro-5-(2-chloro-5-fluorophenyl)-6-(4-methoxybenzyl)-7-oxo-6,7-dihydro-5H-pyrrolo[3,4-b]pyridin-2-yl)-N'-hydroxyformimidamide ClC1=C2C(=NC(=C1)NC=NO)C(N(C2C2=C(C=CC(=C2)F)Cl)CC2=CC=C(C=C2)OC)=O